4-bromo-2-(cyclobutyl(methyl)amino)benzoate BrC1=CC(=C(C(=O)[O-])C=C1)N(C)C1CCC1